Cyclohexane-1,3,5-triyl triacrylate C(C=C)(=O)OC1CC(CC(C1)OC(C=C)=O)OC(C=C)=O